N(=C=S)C1=CC(C(C=C1)C=CC=1C(=CC(=CC1)N=C=S)S(=O)(=O)O)S(=O)(=O)O 4,4'-diisothiocyanatodihydro-stilbene-2,2'-disulphonic acid